ClC1=CC=C(C=C1)NC1=CC(C1=O)=O 4-(4-chlorophenyl-amino)cyclobut-3-ene-1,2-dione